ClC1=CC=C(S1)C1=CC=C(N=N1)N1CCC2(CC1)[C@@H](C1=CC=C(C=C1C2)C)N (S)-1'-(6-(5-chlorothiophen-2-yl)pyridazin-3-yl)-5-methyl-1,3-dihydrospiro[indene-2,4'-piperidin]-1-amine